C(OC(C(C)(F)F)(F)F)(OCC)=O 1,1,2,2-tetrafluoropropyl ethyl carbonate